1-(4,6-diamino-s-triazin-2-yl)heptyl-2-undecylimidazole NC1=NC(=NC(=N1)N)C(CCCCCC)C=1N=C(NC1)CCCCCCCCCCC